ClC1=CN(C2=C1N=NC(=C2)N2C(NC(C=C2)=O)=O)C(C)C (7-chloro-5-isopropyl-5H-pyrrolo[3,2-c]pyridazin-3-yl)pyrimidine-2,4(1H,3H)-dione